(2R,3S,E)-N-benzyl-3-methyl-5-phenyl-2-(p-tolyl)pent-4-enamide C(C1=CC=CC=C1)NC([C@H]([C@H](\C=C\C1=CC=CC=C1)C)C1=CC=C(C=C1)C)=O